The molecule is a dipeptide obtained by formal condensation of the carboxy group of L-histidine with the amino group of L-phenylalanine. It derives from a L-histidine and a L-phenylalanine. C1=CC=C(C=C1)C[C@@H](C(=O)O)NC(=O)[C@H](CC2=CN=CN2)N